2-(2-Oxo-1-phenyl-5-pyridin-2-yl-1,2-dihydropyridin-3-yl)benzonitrile hydrate O.O=C1N(C=C(C=C1C1=C(C#N)C=CC=C1)C1=NC=CC=C1)C1=CC=CC=C1